4-(1-methyl-1H-indazol-6-yl)-2-{[(2S)-oxiran-2-yl]methyl}-2,3-dihydro-1H-isoindol-1-one CN1N=CC2=CC=C(C=C12)C1=C2CN(C(C2=CC=C1)=O)C[C@@H]1OC1